(S)-2-((tert-butoxycarbonyl)amino)-3-((tert-butyldimethylsilyl)oxy)-3-methylbutanoic acid C(C)(C)(C)OC(=O)N[C@H](C(=O)O)C(C)(C)O[Si](C)(C)C(C)(C)C